(3r,4r)-3,4-difluoropyrrolidine hydrochloride Cl.F[C@@H]1CNC[C@H]1F